Cl.NC\C=C(\CN1N=NC2=C1C=C(C=C2C2=CC(=CC=C2)S(=O)(=O)N2CC(CC2)(F)F)C(=O)NC)/F (Z)-1-(4-amino-2-fluorobut-2-en-1-yl)-4-(3-((3,3-difluoropyrrolidin-1-yl)sulfonyl)phenyl)-N-methyl-1H-benzo[d][1,2,3]triazole-6-carboxamide hydrochloride